3-bromo-2-((4-methoxybenzyl)oxy)-5-nitropyridine BrC=1C(=NC=C(C1)[N+](=O)[O-])OCC1=CC=C(C=C1)OC